BrC=1C=C(C(=C(C1)Cl)I)OC 5-bromo-1-chloro-2-iodo-3-methoxy-benzene